3-(7-((3S,5S)-3,5-dimethyl-4-(piperidin-4-ylmethyl)piperazin-1-yl)-1-methyl-1H-indazol-3-yl)piperidine-2,6-dione C[C@H]1CN(C[C@@H](N1CC1CCNCC1)C)C=1C=CC=C2C(=NN(C12)C)C1C(NC(CC1)=O)=O